3-(2,5-Dimethoxyphenyl)pyridine COC1=C(C=C(C=C1)OC)C=1C=NC=CC1